NC1=C(C=C(C(=C1)[N+](=O)[O-])F)SC[C@@H](C(=O)O)NC(=O)OC(C)(C)C (2R)-3-(2-amino-5-fluoro-4-nitro-phenyl)thio-2-(tert-butoxycarbonylamino)propionic acid